(6-(7-(4-(3-chlorophenyl)piperidin-1-yl)-7-oxoheptyl)-1-oxoisoindolin-2-yl)piperidine-2,6-dione ClC=1C=C(C=CC1)C1CCN(CC1)C(CCCCCCC1=CC=C2CN(C(C2=C1)=O)N1C(CCCC1=O)=O)=O